O=[Ru-2](=O)(=O)=O tetraoxoruthenium (VI)